FC(C1=NN2C(N=C(C=C2NCC(C)(C2=CC=C(C=C2)F)C2CN(CC2)C(=O)N)C(F)(F)F)=C1)(F)F 3-(1-((2,5-Bis(trifluoromethyl)pyrazolo[1,5-a]pyrimidin-7-yl)amino)-2-(4-fluorophenyl)propan-2-yl)pyrrolidine-1-carboxamide